N-(2-hydroxyethyl)-3-ethyl-2-pyrrolidone OCCN1C(C(CC1)CC)=O